3-(5-((2-fluoro-4-(piperidin-1-ylmethyl)benzyl)amino)-2-methyl-4-oxoquinazolin-3(4H)-yl)piperidine-2,6-dione FC1=C(CNC2=C3C(N(C(=NC3=CC=C2)C)C2C(NC(CC2)=O)=O)=O)C=CC(=C1)CN1CCCCC1